C(C)OC1CS(CC1)(=O)=O 3-ethoxytetrahydrothiophene 1,1-dioxide